ClCC([C@H](CCCCNC(OC(C)(C)C)=O)NC([C@H](CC(C)C)NC(C(=O)NC1=C(C=CC=C1)F)=O)=O)=O tert-butyl ((S)-7-chloro-5-((S)-2-(2-((2-fluorophenyl)amino)-2-oxoacetamido)-4-methylpentanamido)-6-oxoheptyl)carbamate